(S)-8-(2-amino-6-((R)-1-(5-chloro-3',5'-dimethyl-[1,1'-biphenyl]-2-yl)-2,2,2-trifluoroethoxy)pyrimidin-4-yl)-2,8-diazaspiro[4.5]decane-3-carboxylic acid NC1=NC(=CC(=N1)N1CCC2(C[C@H](NC2)C(=O)O)CC1)O[C@@H](C(F)(F)F)C1=C(C=C(C=C1)Cl)C1=CC(=CC(=C1)C)C